NC=1C=CC(=C(C1)S(=O)(=O)N=CN(C)C)C=1C=NN(C1)C1CC1 5-amino-2-(1-cyclopropyl-1H-pyrazol-4-yl)-N-[(dimethylamino)methylene]benzenesulfonamide